FC1=C(OC(=O)N[C@@H](CC2=CC=C(C=C2)O)C(=O)O)C(=CC(=C1)C1=NC(=NS1)C1=CC=C(C=C1)N1CCCC1)C=O ((2-fluoro-6-formyl-4-(3-(4-(pyrrolidin-1-yl)phenyl)-1,2,4-thiadiazol-5-yl)phenoxy)carbonyl)-L-tyrosine